[Ir].ClC=1C=CC(=NC1)C(=O)O (5-chloropyridine-2-carboxylic acid) iridium